C(C1=CC=CC=C1)OC=1C=C2C(=C(N(C2=CC1)C1=CC(=C(C=C1)F)C)C1CCOCC1)C1=CC=C(C(=O)OC)C=C1 Methyl 4-[5-benzyloxy-1-(4-fluoro-3-methyl-phenyl)-2-tetrahydropyran-4-yl-indol-3-yl]benzoate